7-(4-fluoro-2-(trifluoromethyl)phenyl)-5,6,7,8-tetrahydro-2,7-naphthyridine-3-carboxylic acid FC1=CC(=C(C=C1)N1CCC=2C=C(N=CC2C1)C(=O)O)C(F)(F)F